CC=1N=C2N(C=C(N=C2C)NC(=O)C=2C(=NC(=NC2)N2C[C@@H](N(CC2)C(=O)OC(C)(C)C)C)OCC)C1 tert-butyl (S)-4-(5-((2,8-dimethylimidazo[1,2-a]pyrazin-6-yl) carbamoyl)-4-ethoxypyrimidin-2-yl)-2-methylpiperazine-1-carboxylate